[2-(2-phenyl-1H-indol-3-yl)ethyl]nonanamide C1(=CC=CC=C1)C=1NC2=CC=CC=C2C1CCC(C(=O)N)CCCCCCC